1-(4-(4-((2-(difluoromethoxy)-5-methyl-4-((1-methyl-1H-benzo[d][1,2,3]triazol-5-yl)oxy)phenyl)amino)pyrido[3,2-d]pyrimidin-6-yl)-2,2-dimethylpiperazin-1-yl)prop-2-en-1-one FC(OC1=C(C=C(C(=C1)OC1=CC2=C(N(N=N2)C)C=C1)C)NC=1C2=C(N=CN1)C=CC(=N2)N2CC(N(CC2)C(C=C)=O)(C)C)F